C1[C@H](CCC2=CC=CC=C12)NC1=NC=C(C=N1)C(=O)N 2-((S)-1,2,3,4-tetrahydronaphthalen-2-ylamino)pyrimidine-5-carboxamide